BrC=1C=2N(C=C3C1OCCN3)C(=CN2)C2=CC=CC=C2 10-bromo-7-phenyl-3,4-dihydro-2H-imidazo[1',2':1,6]pyrido[4,3-b][1,4]oxazine